4-((2-cyanophenyl)thio)-6-(5-methyl-1-(1-pivaloylpiperidin-4-yl)-1H-pyrazol-4-yl)pyrazolo[1,5-a]pyridine-3-carbonitrile C(#N)C1=C(C=CC=C1)SC=1C=2N(C=C(C1)C=1C=NN(C1C)C1CCN(CC1)C(C(C)(C)C)=O)N=CC2C#N